ClC1=C2C(=NC=C1)NC(=C2)C(=O)OCC ethyl 4-chloro-1H-pyrrolo[2,3-b]pyridine-2-carboxylate